5-Chloro-N-(6-cyanopyridin-2-yl)-2-morpholinooxazolo[4,5-b]pyridine-6-carboxamide ClC1=C(C=C2C(=N1)N=C(O2)N2CCOCC2)C(=O)NC2=NC(=CC=C2)C#N